NC1=C(C=CC=C1)C1=CC=CC=C1.[Pd+2] palladium (II) 2'-amino-1,1'-biphenyl